4-((1R,3R)-3-(but-2-ynamido)cyclohexyl)-5,6-difluoro-2,3-dimethyl-1H-indole-7-carboxamide C(C#CC)(=O)N[C@H]1C[C@@H](CCC1)C1=C2C(=C(NC2=C(C(=C1F)F)C(=O)N)C)C